3-[3-(2,6-difluoro-3,5-dimethoxyphenyl)-2-oxo-2,3,4,7-tetrahydro-1H-pyrazolo[4',3':5,6]pyrido[4,3-d]pyrimidin-1-yl]-2-fluoro-N-isopropylbenzamide FC1=C(C(=C(C=C1OC)OC)F)N1C(N(C2=C(C1)C=NC1=C2C=NN1)C=1C(=C(C(=O)NC(C)C)C=CC1)F)=O